ClC=1C=CC(=C(C1)NC1=CC=CC=C1)OCC=1N(C(=CN1)[N+](=O)[O-])C N-(5-chloro-2-((1-methyl-5-nitro-1H-imidazol-2-yl)methoxy)phenyl)-aniline